monomanganese trioxide [O-2].[O-2].[O-2].[Mn+6]